FC1=C(C(=O)NC=2C=CC(=NC2)C=2N=NN(C2NC(O[C@H](C)C=2C(=NC=C(C2)F)F)=O)C)C=CC(=N1)C(F)(F)F (R)-1-(2,5-difluoropyridin-3-yl)ethyl (4-(5-(2-fluoro-6-(trifluoromethyl)nicotinamido)pyridin-2-yl)-1-methyl-1H-1,2,3-triazol-5-yl)carbamate